C(#N)C=1C=C(C=C(C(=O)N)C1)C 5-cyano-3-methylbenzamide